CNCC1=C(N=CO1)C methyl[(4-methyl-1,3-oxazol-5-yl)methyl]amine